N-(3-(tert-butyl)-5-(butylamino)phenyl)-1-(2,5-dimethoxyphenyl)-5-methyl-1H-1,2,3-triazole-4-carboxamide C(C)(C)(C)C=1C=C(C=C(C1)NCCCC)NC(=O)C=1N=NN(C1C)C1=C(C=CC(=C1)OC)OC